1-(2-trans-(benzyloxy)cyclobutyl)-N-(3-chloro-5-(methylsulfonamido)phenyl)-1H-pyrazole-4-carboxamide C(C1=CC=CC=C1)OC1(CCC1)N1N=CC(=C1)C(=O)NC1=CC(=CC(=C1)NS(=O)(=O)C)Cl